(RS)-4-Chloro-N-(4-pyrrolidin-3-yl-phenyl)-benzamide ClC1=CC=C(C(=O)NC2=CC=C(C=C2)[C@@H]2CNCC2)C=C1 |r|